N-(4-fluoro-3-(trifluorometh-yl)phenyl)-5-(5-(5-(2-hydroxyacetyl)-3a,5,6,6a-tetra-hydro-4H-pyrrolo[3,4-d]isoxazol-3-yl)-2-methoxy-benzamido)-2-methylbenzo[d]thiazole-6-carboxamide FC1=C(C=C(C=C1)NC(=O)C1=CC2=C(N=C(S2)C)C=C1NC(C1=C(C=CC(=C1)C1=NOC2C1CN(C2)C(CO)=O)OC)=O)C(F)(F)F